CC1=CC=C(C=C1)S(=O)(=O)OCCOCCOCCOCCOCCOS(=O)(=O)C1=CC=C(C)C=C1 pentaethylene glycol bis(p-toluenesulfonate)